Methyl 5-[({1-[2-fluoro-4-(trifluoromethyl) phenyl]cyclopropyl}carbonyl) amino]-2-[6-(trifluoromethyl) pyridin-3-yl]benzoate FC1=C(C=CC(=C1)C(F)(F)F)C1(CC1)C(=O)NC=1C=CC(=C(C(=O)OC)C1)C=1C=NC(=CC1)C(F)(F)F